imino dipropionate disodium salt [Na].[Na].C(CC)(=O)ONOC(CC)=O